N1C=C(C2=CC=CC=C12)C1CN(CC1)CCC(=O)O 3-(3-(1H-indol-3-yl)pyrrolidin-1-yl)propanoic acid